6-[(2R)-2-amino-3-methylbutyl]-2-chloro-N-[(furan-2-yl)methyl]thieno[3,2-d]pyrimidin N[C@H](CC1=CC=2N(C(N=CC2S1)Cl)CC=1OC=CC1)C(C)C